2',3'-diacetyl-5'-O-tert-butyldimethylsilyl-uridine C(C)(=O)[C@@]1([C@@H](O[C@@H]([C@]1(O)C(C)=O)CO[Si](C)(C)C(C)(C)C)N1C(=O)NC(=O)C=C1)O